(4-methylpiperazin-1-yl)pyrimidin-4-amine CN1CCN(CC1)C1=NC=CC(=N1)N